ClC1=CC=C(C=C1)C1=NN(CC1C1=CC=CC=C1)C(NS(=O)(=O)C1=CC2=CC=CC=C2C=C1)=S 3-(4-chlorophenyl)-N-(naphthalen-2-ylsulfonyl)-4-phenyl-4,5-dihydro-1H-pyrazole-1-carbothioamide